1,4-dibromo-5,8-diiodoanthraquinone BrC1=CC=C(C=2C(C3=C(C=CC(=C3C(C12)=O)I)I)=O)Br